3-(Butylamino)-5-((4-hydroxycyclohexyl)methyl)-8-((4-methylpiperazin-1-yl)methyl)pyrimido[4,5-c]isoquinolin-6(5H)-one C(CCC)NC=1N=CC2=C(N(C(C=3C=C(C=CC23)CN2CCN(CC2)C)=O)CC2CCC(CC2)O)N1